C(CCCCCCC)C(C(=O)OC1=CC=C(C=C1)CC(=O)OCCCN1CCN(CC1)CCCOC(CC1=CC=C(C=C1)OC(C(CCCCCCCC)CCCCCCCC)=O)=O)CCCCCCCC [[[Piperazine-1,4-diylbis[propane-3,1-diyl]]bis[oxy]]bis[2-oxoethane-2,1-diyl]]bis[4,1-phenylene] bis[2-octyldecanoate]